(5-fluoro-2,4-dinitrophenyl)triethylphosphonium fluoride [F-].FC=1C(=CC(=C(C1)[P+](CC)(CC)CC)[N+](=O)[O-])[N+](=O)[O-]